[oxalylbis(azanediyl)]bis(ethane-2,1-diyl)bis[3-(3,5-di-tert-butyl-4-hydroxyphenyl) propionate] C(C(=O)NCCC(C(=O)[O-])CC1=CC(=C(C(=C1)C(C)(C)C)O)C(C)(C)C)(=O)NCCC(C(=O)[O-])CC1=CC(=C(C(=C1)C(C)(C)C)O)C(C)(C)C